C(C)C(CN)CC 2-ethyl-N-butylamine